COC(=O)C1=C(N=C(N1)C(CCO[Si](C)(C)C(C)(C)C)C1=C(C=CC=C1)[N+](=O)[O-])C1=CC=C(C=C1)OC1=CC=CC=C1 2-(3-((tert-butyldimethylsilyl)oxy)-1-(2-nitrophenyl)propyl)-4-(4-Phenoxyphenyl)-1H-imidazole-5-carboxylic acid methyl ester